[Si](C)(C)(C(C)(C)C)O[C@@H](C(=O)OC(C)(C)C)COC1=CC=C(C=C1)C(C[N+](=O)[O-])C[N+](=O)[O-] (R)-tert-butyl 2-((tert-butyldimethylsilyl)oxy)3-(4-(1,3-dinitropropan-2-yl)phenoxy)propanoate